2-(1-((2R,5S)-2,5-diethylpiperazin-1-yl)ethyl)-5-fluorobenzonitrile C(C)[C@H]1N(C[C@@H](NC1)CC)C(C)C1=C(C#N)C=C(C=C1)F